6-Bromo-9-methyl-2,3,4,5-tetrahydro-1H-pyrido[4,3-b]indole hydrochloride Cl.BrC1=CC=C(C=2C3=C(NC12)CCNC3)C